FC=1C=CC=C2C(=CNC12)C=O 7-FLUORO-1H-INDOLE-3-CARBALDEHYDE